4-(3-phenylisoxazolidin-2-yl)-N-(3-(pyridin-3-yl)phenyl)-5-(trifluoromethyl)pyrimidin-2-amine C1(=CC=CC=C1)C1N(OCC1)C1=NC(=NC=C1C(F)(F)F)NC1=CC(=CC=C1)C=1C=NC=CC1